Cl.NCC(=O)C1=CC(=C(C=C1OC)NS(=O)(=O)C)OC1=CC=CC=C1 N-[4-(2-aminoacetyl)-5-methoxy-2-phenoxyphenyl]methanesulfonamide hydrochloride